P1(OC2=C(C(=CC=C2)C(C)(C)C=2C(=C(C=CC2)O1)C(C)(C)C)C(C)(C)C)[O-] isopropylidenebis(2-t-butylphenyl) phosphite